C1([C@H](O)[C@@H](O)[C@H](O)[C@H](O1)CO)[Fe] glucopyranosyl-iron